2-(difluoromethyl)-8-[3-(difluoromethyl)-1-bicyclo[1.1.1]pentanyl]-6-[(2S,4R)-2-(2-methoxy-4-pyridyl)tetrahydropyran-4-yl]-3-methyl-pyrimido[5,4-d]pyrimidin-4-one FC(C=1N(C(C2=C(N1)C(=NC(=N2)[C@H]2C[C@H](OCC2)C2=CC(=NC=C2)OC)C21CC(C2)(C1)C(F)F)=O)C)F